C(C)(=O)OC(C(C(NCC1=CN=C(N=N1)SC)=O)C)(C)C 1,2-dimethyl-1-({[3-(methylsulfanyl)-1,2,4-triazin-6-yl]methyl}carbamoyl)propan-2-yl acetate